ClC=1C=C(C=CC1C(F)(F)F)C1CC2(C1)CCN(CC2)C(=O)OC(C)(C)C tert-butyl 2-(3-chloro-4-(trifluoromethyl) phenyl)-7-azaspiro[3.5]nonane-7-carboxylate